E-7-bromo-5-chloro-1-((2-(trimethylsilyl)ethoxy)methyl)-1H-pyrazolo[4,3-b]pyridin-3-amine BrC1=C2C(=NC(=C1)Cl)C(=NN2COCC[Si](C)(C)C)N